SCC=1C=C(C=C(C1)C)CS (3-mercaptomethyl-5-methyl-phenyl)-methanethiol